(isopropylamino)acetonitrile C(C)(C)NCC#N